FC1=CC=C2C=CC(=NC2=C1C=1C(=NC(=CC1)N)N)C (7-fluoro-2-methylquinolin-8-yl)pyridine-2,6-diamine